(S)-N-(4-((3-((2-hydroxypropyl)amino)-1-(4-methoxybenzyl)-1H-pyrazolo[3,4-b]pyridin-4-yl)oxy)phenyl)-2-oxo-1-(pyridin-2-yl)-1,2,4,5,6,7-hexahydropyrazolo[1,5-a]pyridine-3-carboxamide O[C@H](CNC1=NN(C2=NC=CC(=C21)OC2=CC=C(C=C2)NC(=O)C=2C(N(N1C2CCCC1)C1=NC=CC=C1)=O)CC1=CC=C(C=C1)OC)C